1-(4-((4-(ethoxymethyl)-4-phenethylpiperidin-1-yl)methyl)phenyl)ethanone C(C)OCC1(CCN(CC1)CC1=CC=C(C=C1)C(C)=O)CCC1=CC=CC=C1